Natrium Selenite [Se](=O)([O-])[O-].[Na+].[Na+]